ClC=1C=C(C=CC1Cl)C(F)(F)F 3,4-dichloro-benzotrifluoride